NC1=CC=C(C=C1)NS(=O)(=O)C1CC1 N-(4-aminophenyl)cyclopropanesulfonamide